CC1(OCCC1)C1(CN(CC1)CC1=CC=C(C=C1)NC(C)=O)CCC1=CC=CC=C1 N-(4-((3-(2-methyltetrahydro-furan-2-yl)-3-phenethyl-pyrrolidin-1-yl)methyl)phenyl)acetamide